OC1=CC=C(C=C1)C1(C(NC2=C(C=CC=C12)C(F)(F)F)=O)C=1C=CC2=C(NC(O2)=O)C1 5-(3-(4-hydroxyphenyl)-2-oxo-7-(trifluoromethyl)indol-3-yl)benzoxazol-2(3H)-one